C(C)(C)N1N=C(C(=C1C)O)C1=C(C(=CC=C1)F)F 1-Isopropyl-3-(2,3-difluorophenyl)-5-methyl-pyrazol-4-ol